5-(benzotriazol-1-yloxy)-N-(7-fluoro-2-methyl-indazol-5-yl)pyrazine-2-carboxamide N1(N=NC2=C1C=CC=C2)OC=2N=CC(=NC2)C(=O)NC2=CC1=CN(N=C1C(=C2)F)C